1,2-bis(9Z-oleoyl)-sn-glycerol C(CCCCCCC\C=C/CCCCCCCC)(=O)OC[C@@H](OC(CCCCCCC\C=C/CCCCCCCC)=O)CO